CCCCCCCCCCCC(=O)OC[C@H](COP(=O)(O)OC[C@@H](C(=O)O)N)OC(=O)CC/C=C\C/C=C\C/C=C\C/C=C\C/C=C\C/C=C\CC 1-dodecanoyl-2-(4Z,7Z,10Z,13Z,16Z,19Z-docosahexaenoyl)-glycero-3-phosphoserine